4'-ethynylbiphenyl C(#C)C1=CC=C(C=C1)C1=CC=CC=C1